ClC=1C(=NC=C(C1I)F)N(S(=O)(=O)CCCF)S(=O)(=O)CCCF N-(3-chloro-5-fluoro-4-iodopyridin-2-yl)-3-fluoro-N-((3-fluoropropyl)sulfonyl)-propane-1-sulfonamide